C(C)(C)(C)[Si](C1=CC=NN1COCCOC)(F)C(C)(C)C di(tert-butyl)(fluoro){1-[(2-methoxyethoxy)methyl]-5-pyrazolyl}silane